C1(CCCCC1)CC1=C(OC2=CC=C(C=C2C1=O)CC)C(=O)N (cyclohexylmethyl)-6-ethyl-4-oxo-chromene-2-carboxamide